6-Chloro-4-((4-cyclopropyl-2-(N-methylethylsulfonamido)phenyl)amino)-N-ethoxynicotinamide ClC1=NC=C(C(=O)NOCC)C(=C1)NC1=C(C=C(C=C1)C1CC1)N(S(=O)(=O)CC)C